Cl.C12(CC3CC(CC(C1)C3)C2)N 1-adamantanamine hydrochloride